C1([C@H](O)[C@@H](O)[C@H](O)[C@H](O1)CO)O[C@@]1(CO)[C@@H](O)[C@H](O)[C@H](O1)CO D-glucopyranosyl-(1-2)-β-D-fructofuranose